5-Bromo-3-(5-(2-methoxyethyl)-4,5,6,7-tetrahydropyrazolo[1,5-a]pyrazin-2-ylamino)-1,6-dimethylpyridin-2(1H)-one BrC=1C=C(C(N(C1C)C)=O)NC1=NN2C(CN(CC2)CCOC)=C1